N-[4-[(3S)-3-(aminomethyl)pyrrolidine-1-carbonyl]-3-chloro-phenyl]-5-[1-(5-amino-2-pyridyl)-3-(trifluoromethyl)pyrazol-4-yl]-1-methylimidazole-2-carboxamide NC[C@H]1CN(CC1)C(=O)C1=C(C=C(C=C1)NC(=O)C=1N(C(=CN1)C=1C(=NN(C1)C1=NC=C(C=C1)N)C(F)(F)F)C)Cl